C[C@]1([C@@H](COC1)O)N1CCC(CC1)C1=C(C=C2C=NC(=NC2=C1)NC=1C=NN(C1C(F)(F)F)C)C |o1:1,2| (3S,4S) or (3R,4R)-4-methyl-4-(4-(6-methyl-2-((1-methyl-5-(trifluoromethyl)-1H-pyrazol-4-yl)amino)quinazolin-7-yl)piperidin-1-yl)tetrahydrofuran-3-ol